ClC1=CC(=NC(=N1)C=1C=NN(C1)C)NC1=NC=CC(=C1)OC(F)F 6-chloro-N-(4-(difluoromethoxy)pyridin-2-yl)-2-(1-methyl-1H-pyrazol-4-yl)pyrimidin-4-amine